6-(3-formyl-isoxazol-5-yl)-4-methylpyridine-3-carbonitrile C(=O)C1=NOC(=C1)C1=CC(=C(C=N1)C#N)C